FC(C1=C(C=CC(=C1)C(F)(F)F)C(C)O)(F)F 1-(2,4-bis(trifluoromethyl)phenyl)ethan-1-ol